P(=O)([O-])([O-])O.[Na+].[Na+].[Si](C)(C)(C(C)(C)C)OCC=1OC2=C(C1)C=CC=C2 (((tert-butyldimethylsilyl)oxy)methyl)benzofuran disodium phosphate